[O-2].[Na+].[Nb+5].[O-2].[O-2] Niobium sodium oxide